Cl.N(N)C1=CN=CO1 5-hydrazinooxazole hydrochloride